1-((trans-3-(benzyloxy)cyclobutyl)oxy)-2,3,4-trifluorobenzene C(C1=CC=CC=C1)O[C@@H]1C[C@H](C1)OC1=C(C(=C(C=C1)F)F)F